N-[2-(5-Amino-1,3,4-thiadiazol-2-yl)-4-chloro-6-methylphenyl]-3-bromo-1-(3-chloro-2-pyridinyl)-1H-pyrazol-5-carboxamid NC1=NN=C(S1)C1=C(C(=CC(=C1)Cl)C)NC(=O)C1=CC(=NN1C1=NC=CC=C1Cl)Br